OCC1=CC=C(C=C1)OC(C1=CC=C(C=C1)CNC(=O)OC(C)(C)C)=O 4-[(tert-Butoxycarbonylamino)methyl]benzoic acid [4-(hydroxymethyl) phenyl] ester